tert-butyl 4-(2-(2-(2,6-dioxopiperidin-3-yl)-1,3-dioxoisoindolin-5-yl)-2,9-diazaspiro[5.5]undecan-9-yl)-[1,4'-bipiperidine]-1'-carboxylate O=C1NC(CCC1N1C(C2=CC=C(C=C2C1=O)N1CC2(CCC1)CCN(CC2)C2CCN(CC2)C2CCN(CC2)C(=O)OC(C)(C)C)=O)=O